N-benzyl-4-[6-[3-(6-methyl-2-pyridyl)-1H-pyrazol-4-yl]-1,5-naphthyridin-3-yl]cyclohex-3-en-1-amine C(C1=CC=CC=C1)NC1CC=C(CC1)C=1C=NC2=CC=C(N=C2C1)C=1C(=NNC1)C1=NC(=CC=C1)C